C(C1=CC=CC=C1)OC1=C(N(C=CC1=O)CC(=O)O)C ((benzyloxy)-2-methyl-4-oxopyridin-1(4H)-yl)acetic acid